tert-butyl (4-(2-(4,4,5,5-tetramethyl-1,3,2-dioxaborolan-2-yl)vinyl)thiazol-2-yl)carbamate CC1(OB(OC1(C)C)C=CC=1N=C(SC1)NC(OC(C)(C)C)=O)C